4-[[2-(2-chlorophenyl)acetyl]amino]-N-(1-cyanocyclopropyl)pyridine-2-carboxamide ClC1=C(C=CC=C1)CC(=O)NC1=CC(=NC=C1)C(=O)NC1(CC1)C#N